Cl.N1CCC(CC1)C=1OC=C(N1)C(=O)N (piperidin-4-yl)oxazole-4-carboxamide hydrochloride